ClC1=C(C(=CC=C1)Cl)N1C(C2=C(N=C(N=C2)NC=2C=NN(C2)C2CCN(CC2)C)C(=C1)C(C)C)=O 6-(2,6-dichlorophenyl)-8-isopropyl-2-[[1-(1-methyl-4-piperidyl)pyrazol-4-yl]amino]pyrido[4,3-d]pyrimidin-5-one